[Si](C)(C)(C(C)(C)C)OCCC[C@@H](C)O |r| (RS)-5-((tert-Butyldimethylsilyl)oxy)pentan-2-ol